4-methylnaphthalene-1-sulfonamide CC1=CC=C(C2=CC=CC=C12)S(=O)(=O)N